C(C=C)(=O)OC(CCCC)CCCCCCCCCCOC(C=C)=O 5,15-pentadecanediol diacrylate